Ethyl 4-{2-[(4-{[6-(5-Chloro-2-Fluorophenyl)-3-Methylpyridazin-4-yl]Amino}Pyridin-2-yl)Carbamoyl]Ethyl}-1-Methylpiperazin-2-Carboxylat ClC=1C=CC(=C(C1)C1=CC(=C(N=N1)C)NC1=CC(=NC=C1)NC(=O)CCN1CC(N(CC1)C)C(=O)OCC)F